(2S,4R)-tert-butyl 2-(1-hydroxy-1-methylethyl)-4-methanesulfonyloxypyrrolidine-1-carboxylate OC(C)(C)[C@H]1N(C[C@@H](C1)OS(=O)(=O)C)C(=O)OC(C)(C)C